2-(4-acryloyl-3,3-dimethylpiperazin-1-yl)-N-[3-(hydroxymethyl)pentan-3-yl]-5H-pyrrolo[2,3-b]pyrazine-7-carboxamide C(C=C)(=O)N1C(CN(CC1)C=1N=C2C(=NC1)NC=C2C(=O)NC(CC)(CC)CO)(C)C